C(C)(C)(C)OC(=O)NCCCC(=O)O 4-(tert-butoxycarbonyl)aminobutyric acid